BrC1=CC(=C(C(=C1)C)C=1C(C(CC1O)CC(C)=NOC)=O)OC 2-(4-bromo-2-methoxy-6-methylphenyl)-3-hydroxy-5-{2-(methoxyimino)propyl}cyclopent-2-enone